tris(1,1'-dimethyl-1H,1'H-[2,2']biimidazole) osmium [Os].CN1C(=NC=C1)C=1N(C=CN1)C.CN1C(=NC=C1)C=1N(C=CN1)C.CN1C(=NC=C1)C=1N(C=CN1)C